2-(3-(2-chloro-6-cyclopropylpyridin-4-yl)-3-(4-methyl-4H-1,2,4-triazol-3-yl)cyclobutyl)acetonitrile ClC1=NC(=CC(=C1)C1(CC(C1)CC#N)C1=NN=CN1C)C1CC1